FC(S(=O)(=O)[O-])(F)F.C1(=CC=CC=C1)[S+](C1=CC=C(C=C1)OC)C1=CC=CC=C1 diphenyl-(4-methoxyphenyl)sulfonium trifluoromethanesulfonate